BrC1=C2C=CC=NC2=C(C=C1)NC(C)=O N-(5-bromoquinolin-8-yl)acetamide